FCCN(C1=CC=C(N=N1)C=1C(=CC2=CC(=CC=C2C1)OC)O)C1CC(NC(C1)(C)C)(C)C 3-(6-((2-fluoroethyl)(2,2,6,6-tetramethylpiperidin-4-yl)amino)pyridazin-3-yl)-7-methoxynaphthalen-2-ol